FC=1C=C2C(C(=CN(C2=CC1N1[C@H](CCC1)COC1=NC=CC=C1)C1=C(C=CC(=C1)OC)F)C(=O)O)=O (R)-6-fluoro-1-(2-fluoro-5-methoxyphenyl)-4-oxo-7-(2-((pyridin-2-yloxy)methyl)pyrrolidin-1-yl)-1,4-dihydroquinoline-3-carboxylic acid